C(C)(C)(C)OC(=O)N1CC2(C(C3=CC(=CC=C3C2)F)=O)C1 6'-fluoro-1'-oxospiro[azetidine-3,2'-indane]-1-carboxylic acid tert-butyl ester